5'-bromospiro[cyclopropane-1,3'-isoindoline]-1'-one BrC=1C=C2C3(NC(C2=CC1)=O)CC3